C(C)(C)(C)OC(NCCBr)=O N-(2-bromoethyl)carbamic acid tert-butyl ester